BrC=1C=C(C(=NC1)N)Cl 5-bromo-3-chloro-pyridin-2-amine